(S)-N-(2-(3-fluoro-2-methoxyphenyl)propan-2-yl)-2-(1-methylpyrrolidin-2-yl)acetamide Benzyl-N6-((benzyloxy)carbonyl)-L-lysinate TFA salt OC(=O)C(F)(F)F.C(C1=CC=CC=C1)OC([C@@H](N)CCCCNC(=O)OCC1=CC=CC=C1)=O.FC=1C(=C(C=CC1)C(C)(C)NC(C[C@H]1N(CCC1)C)=O)OC